COC(=O)C1=CN=C2C(=N1)N(C(=N2)C2=CC=CC=C2)C 1-methyl-2-phenyl-1H-imidazo[4,5-b]Pyrazine-6-carboxylic acid methyl ester